2-methyl-2-[5-methyl-6-(1,3-oxazol-2-yl)-2,4-dioxo-1-[(2R)-2-(oxolane-2-ylmethoxy)-2-phenylethyl]-1H,2H,3H,4H-thieno[2,3-d]pyrimidin-3-yl]propionic acid CC(C(=O)O)(C)N1C(N(C2=C(C1=O)C(=C(S2)C=2OC=CN2)C)C[C@@H](C2=CC=CC=C2)OCC2OCCC2)=O